OC1=C(C=C(C#N)C=C1C)C 4-hydroxy-3,5-dimethylbenzonitrile